CC1C(NC(NC1=O)=O)=O Methyl-barbituric acid